O=C(CCOCCOCCOCCOCCOCCOCCOCCOCCOCCOCCOCCOC)ON1C(CCC1=O)=O 1-[(38-oxo-2,5,8,11,14,17,20,23,26,29,32,35-dodecaoxaoctatriacontan-38-yl)oxy]-2,5-pyrrolidinedione